FC(OC=1C(=NC(=NC1)N[C@@H]1C[C@H](CC1)NC1=NC=CC=C1C1=CC=CC(N1)=O)C=1NC=CC1)F 6-[[[(1S,3S)-3-[[5-(difluoromethoxy)-4-(1H-pyrrol-2-yl)pyrimidin-2-yl]amino]cyclopentyl]amino]-3-pyridinyl]pyridin-2-one